8-Hydroxy-nonacosanoic acid OC(CCCCCCC(=O)O)CCCCCCCCCCCCCCCCCCCCC